((2R,3S,4R,5R)-5-(4-Aminopyrrolo[2,1-f][1,2,4]triazin-7-yl)-5-cyano-3,4-dihydroxytetrahydrofuran-2-yl) methylphenyl carbonate C(O[C@H]1O[C@@]([C@@H]([C@@H]1O)O)(C#N)C1=CC=C2C(=NC=NN21)N)(OC2=C(C=CC=C2)C)=O